CN([C@@H]1C[C@@H]2CN([C@H]1C2)C(=O)C2=NC(=CC=C2N2N=CC=N2)C)C2=NC=C(C=C2)C(F)(F)F ((1S,4S,6R)-6-(Methyl(5-(trifluoromethyl)pyridin-2-yl)amino)-2-azabicyclo-[2.2.1]heptan-2-yl)(6-methyl-3-(2H-1,2,3-triazol-2-yl)pyridin-2-yl)methanon